(Z)-Ethyl 3-(4-((5-(4-chloro-3-((4-fluorobenzyl)carbamoyl)phenyl)furan-2-yl)methylene)-3-methyl-5-oxo-4,5-dihydro-1H-pyrazol-1-yl)benzoate ClC1=C(C=C(C=C1)C1=CC=C(O1)\C=C/1\C(=NN(C1=O)C=1C=C(C(=O)OCC)C=CC1)C)C(NCC1=CC=C(C=C1)F)=O